O=C1NC(CCC1OC1=NC=C(C=C1)OS(=O)(=O)F)=O [(2,6-dioxo-3-piperidyl)oxy]-5-fluorosulfonyloxy-pyridine